C(C1=CC=CC=C1)NC(=O)[C@@H]1CNCC1 (S)-N-benzylpyrrolidine-3-carboxamide